C[C@@]1(C2=C(NC=3N=CC(=CC13)C(F)(F)F)CC(CC2=O)(C)C)C2=CC(=CC=C2)C=2C(=NN(C2C)C)C (R)-5,8,8-trimethyl-3-(trifluoromethyl)-5-(3-(1,3,5-trimethyl-1H-pyrazol-4-yl)phenyl)-7,8,9,10-tetrahydrobenzo[b][1,8]naphthyridin-6(5H)-one